COC(N[C@@H]1CC[C@H](CC1)C(=O)NNC(C1=CN=C(C=C1NC(C)C)Cl)=O)=O ((trans)-4-(2-(6-chloro-4-(isopropylamino)nicotinoyl)hydrazine-1-carbonyl)cyclohexyl)carbamic acid methyl ester